CC1(CC(CCC1)CC(C)C)O 1-methyl-3-(2-methylpropyl)cyclohexanol